C12N(CC(NC1)CC2)C=2C=C1CN(C(C1=C(C2)F)=O)C2CNCCC2 3-(5-(2,5-diazabicyclo[2.2.2]octan-2-yl)-7-fluoro-1-oxoisoindoline-2-yl)piperidine